COC1=CC=C(C=C1)C1=NN2C(=NC=3C=CC=C(C3C2=N1)C)NC1C(NCCNC1)=O 6-{[2-(4-methoxyphenyl)-10-methyl[1,2,4]triazolo[1,5-c]quinazolin-5-yl]amino}-1,4-diazepan-5-one